(5-fluoropyrimidin-2-yl)acetamide FC=1C=NC(=NC1)CC(=O)N